N-ethyl-6-methoxy-anthranilic acid C(C)NC=1C(C(=O)O)=C(C=CC1)OC